N1(CCCCC1)C(=O)C=1C=NN2C1C=CC=C2C=2C=C1C=NN=CC1=CC2 6-(3-(piperidine-1-carbonyl)pyrazolo[1,5-a]Pyridin-7-yl)phthalazine